C1(CCC1)C1=CC(=C(C(=O)N2CCC(CC2)C2=C(C#N)C=CC=C2)C=C1C=1NC(=CN1)COC)C (1-(4-cyclobutyl-5-(5-(methoxymethyl)-1H-imidazol-2-yl)-2-methylbenzoyl)piperidin-4-yl)benzonitrile